[4-Isopropylamino-6-(4-trifluoromethyl-pyrimidin-2-yl)-[1,3,5]triazin-2-ylamino]-pyridine-2-carbonitrile C(C)(C)NC1=NC(=NC(=N1)C1=NC=CC(=N1)C(F)(F)F)NC=1C(=NC=CC1)C#N